NC(CO)(CO)C 2-amino-2-methyl-1,3-propylene glycol